5-chloro-N2-(2-methoxy-4-(4-(piperazin-1-yl)piperidin-1-yl)phenyl)-N4-(1-(methylsulfonyl)indol-7-yl)pyrimidine-2,4-diamine ClC=1C(=NC(=NC1)NC1=C(C=C(C=C1)N1CCC(CC1)N1CCNCC1)OC)NC=1C=CC=C2C=CN(C12)S(=O)(=O)C